3,3-dimethyldecahydroquinoxaline CC1(CNC2CCCCC2N1)C